COC=1C=C2C(=NC1)C=CS2 6-methoxythieno[3,2-b]pyridine